C(C)OC(C)OCC1CO1 1-ethoxyethyl-2,3-epoxypropyl ether